NC1=NC=C(C=N1)C(=O)NC1=NC=2C(=C(C=CC2C=2N1CCN2)OCCCN2CCOCC2)OC 2-Amino-N-{7-methoxy-8-[3-(4-morpholinyl)propoxy]-2,3-dihydroimidazo[1,2-c]quinazolin-5-yl}-5-pyrimidinecarboxamide